(3-{1-[2-(4-chlorophenyl)imidazo[1,2-a]pyrimidin-3-yl]methyl}-3,8-diazabicyclo[3.2.1]oct-8-yl)(3-fluoro-6-methoxypyridin-2-yl)methanone ClC1=CC=C(C=C1)C=1N=C2N(C=CC=N2)C1CN1CC2CCC(C1)N2C(=O)C2=NC(=CC=C2F)OC